C(C)(C)(C)C1=C(C(=CC(=C1)C)CC1=C(C(=CC(=C1)C)C(C)(C)C)O)OC(C=C)=O 2-tert-butyl-6-[(3-tert-butyl-2-hydroxy-5-methylphenyl)methyl]-4-methylphenylprop-2-enoate